2-acetyl-propane-1,2,3-tricarboxylic acid 1,3-dipentyl 2-heptyl ester CC(CCCCC)OC(=O)C(CC(=O)OCCCCC)(CC(=O)OCCCCC)C(C)=O